3-(2-chloro-3-(5-fluoro-6-((2-oxopyridin-1(2H)-yl)methyl)pyridin-3-yl)phenyl)piperidine-2,6-dione ClC1=C(C=CC=C1C=1C=NC(=C(C1)F)CN1C(C=CC=C1)=O)C1C(NC(CC1)=O)=O